CC1=C(C=NC=2OCCNC21)N2CC=1N=C(N=CC1CC2)NC2=CC=C(C=C2)CN2N=CC=N2 7-{8-methyl-1H,2H,3H-pyrido[2,3-b][1,4]oxazin-7-yl}-N-{4-[(2H-1,2,3-triazol-2-yl)methyl]phenyl}-5H,6H,7H,8H-pyrido[3,4-d]pyrimidin-2-amine